(3β,5β,14β)-21,23-Epoxy-24-norchola-20,22-diene-3,14,17-triol C[C@]12CC[C@@H](C[C@H]1CC[C@@H]3[C@@H]2CC[C@]4([C@@]3(CC[C@@]4(C5=COC=C5)O)O)C)O